3-amino-5-(3,3-difluoropyrrolidin-1-yl)benzonitrile NC=1C=C(C#N)C=C(C1)N1CC(CC1)(F)F